N-(2-hydroxy-ethyl)-imidazole OCCN1C=NC=C1